CN1C(C=C(C=C1C(F)(F)F)NC(=O)C=1C=NN(C1C(F)(F)F)C1=C2C=CNC(C2=CC=C1)=O)=O N-(1-methyl-2-oxo-6-(trifluoromethyl)-1,2-dihydropyridin-4-yl)-1-(1-oxo-1,2-dihydroisoquinolin-5-yl)-5-(trifluoromethyl)-1H-pyrazole-4-carboxamide